BrC1=C(C=O)C=CC(=C1OC)Br 2,4-dibromo-3-methoxybenzaldehyde